2,2'-(methylenedi-4,1-phenylene)bis[4,5-bis(4-methoxyphenyl)-2H-1,2,3-triazole] C(C1=CC=C(C=C1)N1N=C(C(=N1)C1=CC=C(C=C1)OC)C1=CC=C(C=C1)OC)C1=CC=C(C=C1)N1N=C(C(=N1)C1=CC=C(C=C1)OC)C1=CC=C(C=C1)OC